ClC=1C=C(C=CC1)NC(=O)C1=CC2=C(NC(=N2)C2=CC=C(C=C2)N(C)C)C=C1 2-(4-dimethylamino-phenyl)-1H-benzoimidazole-5-carboxylic acid (3-chlorophenyl)-amide